O=C1N(C(C2=CC=CC=C12)=O)CC=1C=CC(=C(C(=O)OC)C1)[N+](=O)[O-] methyl 5-((1,3-dioxoisoindolin-2-yl) methyl)-2-nitrobenzoate